(R)-4-(((R)-1-(3-(1,1-difluoro-2-hydroxy-2-methylpropyl)-2-fluorophenyl)ethyl)amino)-8-methoxy-2,6,8-trimethyl-6H-pyrrolo[2,3-g]quinazolin-7(8H)-one FC(C(C)(C)O)(F)C=1C(=C(C=CC1)[C@@H](C)NC1=NC(=NC2=CC3=C(C=C12)N(C([C@]3(C)OC)=O)C)C)F